tert-Butyl 2,2-dimethyl-4-oxopyrrolidine-1-carboxylate CC1(N(CC(C1)=O)C(=O)OC(C)(C)C)C